cyclohex-4-ene-1,2-dicarboxylic acid C1(C(CC=CC1)C(=O)O)C(=O)O